4-bromo-11-(2,6-dichlorophenyl)-13-ethyl-5-(2-trimethylsilylethoxymethyl)-5,7,11,13-tetrazatricyclo[7.4.0.02,6]trideca-1(9),2(6),3,7-tetraene-10,12-dione BrC1=CC=2C=3N(C(N(C(C3C=NC2N1COCC[Si](C)(C)C)=O)C1=C(C=CC=C1Cl)Cl)=O)CC